N-((R)-3-(4-chlorobenzyl)-1-((4-nitrophenyl)sulfonyl)piperidin-3-yl)-3-hydroxy-N-methylpropanamide ClC1=CC=C(C[C@]2(CN(CCC2)S(=O)(=O)C2=CC=C(C=C2)[N+](=O)[O-])N(C(CCO)=O)C)C=C1